COC(=O)C=1SC(=C(C1)C)N1C(=C(C=C1C)C=O)C 5-(3-formyl-2,5-dimethyl-1H-pyrrol-1-yl)-4-methylthiophene-2-carboxylic acid methyl ester